(R)-phenylglycinol N[C@H](C1=CC=CC=C1)CO